COCCN1N=C(C2=CC=C(C=C12)N)C 1-(2-Methoxyethyl)-3-methyl-1H-indazole-6-amine